FC1=C(C=CC=C1C1=NSC=C1)C=O [2-fluoro-3-(1,2-thiazol-3-yl)phenyl]methanone